ClC1=CC=C(S1)C(=O)C(C)(C)O (5-chlorothiophene-2-carbonyl)-isopropanol